C(C=C)O[C@H]1O[C@@H]([C@@H]([C@@H]([C@H]1NC(C(F)(F)F)=O)O)O)CN1N=NC(=C1)C1=CC(=CC=C1)OC N-((2S,3R,4R,5R,6R)-2-(allyloxy)-4,5-dihydroxy-6-((4-(3-methoxyphenyl)-1H-1,2,3-triazol-1-yl)methyl)tetrahydro-2H-pyran-3-yl)-2,2,2-trifluoroacetamide